1-(4-(thiadiazolyl)-1-piperazinyl)-3-methylenehept-4,6-diene S1N=NC(=C1)N1CCN(CC1)CCC(C=CC=C)=C